ClC1=CC=C(CC2(CCN(CC2)C(C2=C(N=CC=C2)C2=NC=NC=C2)=O)C#N)C=C1 4-(4-chlorobenzyl)-1-(2-(pyrimidin-4-yl)nicotinoyl)piperidine-4-carbonitrile